tert-butyl 5-[7-bromo-1-(cyclopropylmethyl)-5-(1-methyl-4,6-dihydropyrrolo[3,4-c]pyrazole-5-carbonyl)indol-2-yl]-3,6-dihydro-2H-pyridine-1-carboxylate BrC=1C=C(C=C2C=C(N(C12)CC1CC1)C1=CCCN(C1)C(=O)OC(C)(C)C)C(=O)N1CC=2N(N=CC2C1)C